di-methyl-phosphinic acid CP(O)(=O)C